3-(4-fluorophenyl)-3-(4-sulfonylaminobenzoylamino)propionic acid sodium salt [Na+].FC1=CC=C(C=C1)C(CC(=O)[O-])NC(C1=CC=C(C=C1)N=S(=O)=O)=O